N1(CCCCC1)C(=O)OC(C([N+](=O)[O-])CC1=CC=CC=C1)O benzyl-(1-hydroxy-2-nitroethyl) piperidine-1-carboxylate